(7R)-2-{2-[1-(Cyclopropylmethyl)-6-(4-methanesulfonylpiperidin-1-yl)-1H-indol-2-yl]-3-methylpyrazolo[1,5-a]pyridine-6-carbonyl}-2-azabicyclo[2.2.1]heptan-7-amine C1(CC1)CN1C(=CC2=CC=C(C=C12)N1CCC(CC1)S(=O)(=O)C)C1=NN2C(C=CC(=C2)C(=O)N2C3CCC(C2)[C@H]3N)=C1C